N-tert-Butyl-benzylamine C(C)(C)(C)NCC1=CC=CC=C1